rac-4-(2-(benzyloxy)-5-chlorobenzoyl)-3-hydroxy-1-(tetrahydro-2H-pyran-4-yl)-5-(4-(trifluoromethyl)phenyl)-1,5-dihydro-2H-pyrrol-2-one C(C1=CC=CC=C1)OC1=C(C(=O)C2=C(C(N([C@@H]2C2=CC=C(C=C2)C(F)(F)F)C2CCOCC2)=O)O)C=C(C=C1)Cl |r|